NN1C(C(=C(C(=C1C)C1=CC=CC=C1)C1=CC=CC=C1)C)=O 1-amino-3,6-dimethyl-4,5-diphenyl-2(1H)-pyridone